C1(=C(C=CC=C1)C1C(CC1)C=1C=C2C=CC=NC2=CC1)C 6-(2-(o-Tolyl)cyclobutyl)quinoline